(2r,3r)-2-methylazepan-3-amine C[C@H]1NCCCC[C@H]1N